Tert-butyl 2-ethyl-3-oxo-2,8-diazaspiro[4.5]decane-8-carboxylate C(C)N1CC2(CC1=O)CCN(CC2)C(=O)OC(C)(C)C